ethyl (R)-2-(3-(1-((tert-butylsulfinyl)imino)ethyl)phenyl)-2,2-difluoroacetate C(C)(C)(C)[S@@](=O)N=C(C)C=1C=C(C=CC1)C(C(=O)OCC)(F)F